C(CCC)C1=CC=C(C=C1)C=1C=C2CC(C(C2=CC1F)NC(O[C@@H]1CN2CCC1CC2)=O)(C)C (S)-quinuclidin-3-yl (5-(4-butylphenyl)-6-fluoro-2,2-dimethyl-2,3-dihydro-1H-inden-1-yl)carbamat